N1[C@H](CC1)CN1C(NC2=NC=C(C=C21)C2=C(C(=CC=C2)Cl)Cl)=O |r| (R/S)-1-(Azetidin-2-ylmethyl)-6-(2,3-dichlorophenyl)-3H-imidazo[4,5-b]pyridin-2-on